CC=1C=C(C(=O)O)C=C(C1)C (R)-3,5-dimethyl-benzoic acid